C(C)(C)(C)OC(=O)N1[C@@H]([C@H](CC1)NC(=O)OCC1=CC=CC=C1)COS(=O)(=O)C1=CC=C(C=C1)C.C1(CC2C(CC1)O2)C[SiH](OC)OC (3,4-epoxycyclohexyl)methyldimethoxysilane tert-butyl-(2S,3S)-3-(benzyloxycarbonylamino)-2-(p-tolylsulfonyloxymethyl)pyrrolidine-1-carboxylate